COC(\C=C\C(=C)C)=O (E)-4-methylpentane-2,4-dienoic acid methyl ester